(S)-N-(4-cyano-3-(trifluoromethyl)phenyl)-3-(5-fluoro-1H-indazol-1-yl)-2-hydroxy-2-methylpropanamide C(#N)C1=C(C=C(C=C1)NC([C@@](CN1N=CC2=CC(=CC=C12)F)(C)O)=O)C(F)(F)F